FC(C=1C(=CN(C(C1)=O)C)C(=O)NC1=C(C=C(C(=C1)C=1C=NC(=CC1)N1C[C@H](OCC1)C)F)N1C[C@H](N(CC1)C)C)F |r| 4-(difluoromethyl)-N-[4-fluoro-2-[rac-(3R)-3,4-dimethylpiperazin-1-yl]-5-[6-[rac-(2R)-2-methylmorpholin-4-yl]pyridin-3-yl]phenyl]-1-methyl-6-oxopyridine-3-carboxamide